C(C1=CC=CC=C1)OC[C@H](O)[C@H](CS=C(CC1=CC=CC=C1)[O-])C=C S-((R)-2-((R)-2-(benzyloxy)-1-hydroxyethyl)but-3-en-1-yl)2-phenylethanethioate